C(C)(=O)OCCCCCCCCCCCCCCCCCCCCCCCCCCC heptacosyl acetate